N-[3-Chloro-2-fluoro-4-[(3-methyloxetan-3-yl)methoxy]phenyl]-6-[(3S)-pyrrolidin-3-yl]oxy-pyrido[3,2-d]pyrimidin-4-amine ClC=1C(=C(C=CC1OCC1(COC1)C)NC=1C2=C(N=CN1)C=CC(=N2)O[C@@H]2CNCC2)F